1-(1H-Benzo[d]imidazol-2-yl)propan-1-on N1C(=NC2=C1C=CC=C2)C(CC)=O